3-((4-(2-(((2-(2,6-dioxopiperidin-3-yl)-6-fluoro-1-oxoisoindolin-5-yl)methyl)(Methyl)amino)-4-methylthiazol-5-yl)-5-fluoropyrimidin-2-yl)amino)benzenesulfonamide O=C1NC(CCC1N1C(C2=CC(=C(C=C2C1)CN(C=1SC(=C(N1)C)C1=NC(=NC=C1F)NC=1C=C(C=CC1)S(=O)(=O)N)C)F)=O)=O